ClC=1C=C(C(=NC1)C(C)(C)NC(OC)=O)F methyl [2-(5-chloro-3-fluoropyridin-2-yl)propan-2-yl]carbamate